4a(S)-Benzyl-2(R)-prop-1-ynyl-1,2,3,4,4a,9,10,10a(R)-octahydro-phenanthrene-2,7-diol C(C1=CC=CC=C1)[C@]12CC[C@](C[C@H]2CCC2=CC(=CC=C12)O)(O)C#CC